C(C)(C)C1=C(C=CC=C1)C1=NC=C2NC(N(C2=N1)CC1=CC=C(C=C1)C1=NN(C(=N1)C(F)(F)F)C)=O 2-(2-isopropylphenyl)-9-(4-(1-methyl-5-(trifluoromethyl)-1H-1,2,4-triazol-3-yl)benzyl)-7,9-dihydro-8H-purin-8-one